bromo-1-methyl-3-({[(3S)-1-(6-methylpyridin-3-yl)piperidin-3-yl][(2-methylpyridin-4-yl)methyl]amino}methyl)-1,4-dihydroquinolin-4-one BrC=1N(C2=CC=CC=C2C(C1CN(CC1=CC(=NC=C1)C)[C@@H]1CN(CCC1)C=1C=NC(=CC1)C)=O)C